((2S,5R)-2-(2-methoxyethyl)-5-methylpiperazin-1-yl)-4-methyl-2-(tetrahydro-2H-pyran-2-yl)-2,4-dihydro-5H-pyrazolo[4,3-b]pyridin-5-one COCC[C@@H]1N(C[C@H](NC1)C)C=1N(N=C2C1N(C(C=C2)=O)C)C2OCCCC2